N1=C(C=CC=C1)N=NC1=C(C2=CC=CC=C2C=C1)C(=O)O Pyridyl-Azo-1-Naphthoic Acid